N1N=CC=2N=CN=C(C21)N[C@H](C(=O)O)CCN(CCCCC2=NC=1NCCCC1C=C2)C2CC2 (S)-2-((1H-pyrazolo[4,3-d]pyrimidin-7-yl)amino)-4-(cyclopropyl(4-(5,6,7,8-tetrahydro-1,8-naphthyridin-2-yl)butyl)amino)butanoic acid